(E)-4-(1H-indol-5-yl)-2-methylbut-3-en-2-ol N1C=CC2=CC(=CC=C12)/C=C/C(C)(O)C